C(C)(C)(C)OC(=O)N[C@H](C(=O)O)C[C@H]1C(NCC1)=O (S)-2-(tert-butoxycarbonylamino)-3-((S)-2-oxopyrrolidin-3-yl)propanoic acid